2,4,6-Triazin C1=NC=NC=N1